(2-oxobenzylidene)ruthenium (VI) chloride O=C1C(C=[Ru](Cl)(Cl)(Cl)Cl)C=CC=C1